C(C)OC(=O)C1C2CCC(C(N1)=O)N2 ethyl-4-oxo-3,8-diazabicyclo[3.2.1]octane-2-carboxylate